2-(3-(5-isopropyl-1,2,4-oxadiazol-3-yl)phenyl)malonic acid C(C)(C)C1=NC(=NO1)C=1C=C(C=CC1)C(C(=O)O)C(=O)O